N-(1-methyl-1H-tetrazol-5-yl)-2-((1-methyl-1H-tetrazol-5-yl)thio)-6-(trifluoromethyl)nicotinamide CN1N=NN=C1NC(C1=C(N=C(C=C1)C(F)(F)F)SC1=NN=NN1C)=O